NC1=NN2C(C=C(C=C2)C=2C(=C(C=CC2)C=2C=NN(C2)CC(O)C2=CC=CC=C2)F)=N1 2-(4-(3-(2-amino-[1,2,4]triazolo[1,5-a]pyridin-7-yl)-2-fluorophenyl)-1H-pyrazol-1-yl)-1-phenylethan-1-ol